acrylic behenyl ester C(CCCCCCCCCCCCCCCCCCCCC)OC(C=C)=O